3-Fluoro-2-(thiazol-2-yl)benzoic acid FC=1C(=C(C(=O)O)C=CC1)C=1SC=CN1